fluoro-2-methylpropanoate FC(C(=O)[O-])(C)C